6-Chloro-5-{4-[3-(8-fluoro-1-oxo-2H-isoquinolin-3-yl)pyrrolidin-1-yl]piperidin-1-yl}-N-methylpyridin-2-carboxamide ClC1=C(C=CC(=N1)C(=O)NC)N1CCC(CC1)N1CC(CC1)C=1NC(C2=C(C=CC=C2C1)F)=O